(RS)-2-(4-isopropyl-4-methyl-5-oxo-2-imidazolin-2-yl)nicotinic acid C(C)(C)[C@]1(N=C(NC1=O)C1=C(C(=O)O)C=CC=N1)C |r|